2-amino-3-(4-bromo-2-fluorophenyl)propionic acid NC(C(=O)O)CC1=C(C=C(C=C1)Br)F